FC(CC=1C(NC2=CC(=CC=C2N1)CO)=O)F 3-(2,2-difluoroethyl)-7-(hydroxymethyl)quinoxalin-2(1H)-one